Cl[SiH](C1=C(C=C(C=C1C(C)C)C(C)C)C(C)C)C chloro-methyl-(2,4,6-tri-isopropyl-phenyl)silane